FC=1C(=NC(=NC1NC1=NNC(=C1)C)NC1C2CC3(CC(CC1C3)C2)O)OCCO 4-[(5-fluoro-4-(2-hydroxyethoxy)-6-[(5-methyl-1H-pyrazol-3-yl)amino]pyrimidin-2-yl)amino]adamantan-1-ol